COC1=CC(=C(C=C1)NC1=CC2=C(C=N1)N(C(N2C2COC2)=O)C)C 6-((4-methoxy-2-methylphenyl)amino)-3-methyl-1-(oxetan-3-yl)-1,3-dihydro-2H-imidazo[4,5-c]pyridin-2-one